CC1=C(OC2=C1C=C(C=C2)S(NCCC2=C(C=CC=C2)F)(=O)=O)C(=O)O 3-methyl-5-(N-(2-fluorophenylethyl)sulfamoyl)benzofuran-2-carboxylic acid